4-(1-methoxyethyl)phenol COC(C)C1=CC=C(C=C1)O